9,4b-(epiminoethano)phenanthren-7-one C1=CC=CC=2C34C=CC(C=C3C(=CC12)NCC4)=O